2,6-dichloro-4-methoxynicotinaldehyde ClC1=C(C=O)C(=CC(=N1)Cl)OC